6-bromo-2-ethyl-3-oxo-1,2,3,4-tetrahydroisoquinoline BrC=1C=C2CC(N(CC2=CC1)CC)=O